1-(4-(((2-amino-3-(4-phenoxyphenyl)pyridin-4-yl)amino)methyl)piperidin-1-yl)prop-2-en-1-one NC1=NC=CC(=C1C1=CC=C(C=C1)OC1=CC=CC=C1)NCC1CCN(CC1)C(C=C)=O